N-((2S,3R,4S)-1-(bicyclo[1.1.1]pentane-1-carbonyl)-2-(3-chloro-2-fluorobenzyl)-4-fluoropyrrolidin-3-yl)methanesulfonamide C12(CC(C1)C2)C(=O)N2[C@H]([C@H]([C@H](C2)F)NS(=O)(=O)C)CC2=C(C(=CC=C2)Cl)F